3-ethylsulfonyl-5-(2-pyridyloxy)pyridin-2-amine C(C)S(=O)(=O)C=1C(=NC=C(C1)OC1=NC=CC=C1)N